N=C(C1=CC=C(C=C1)CNC([C@H](C)NC(=O)[C@@H]1NC[C@H](C1)C1=CC=CC=C1)=O)NC(OCCC)=O Propyl (imino(4-(((S)-2-((2R,4R)-4-phenylpyrrolidine-2-carboxamido)propanamido)methyl)phenyl)methyl)carbamate